C1(CC1)C=1C=C(C(=O)N[C@@H](C)C2=NC(=NN2C=2N=CC(=NC2)C(=O)OC)C)C=C(C1)OC(F)(F)F methyl 5-(5-{(1S)-1-[3-cyclopropyl-5-(trifluoromethoxy)benzamido] ethyl}-3-methyl-1H-1,2,4-triazol-1-yl)pyrazine-2-carboxylate